OC1=CC(=C(C=C1)/C=C/C(=O)C1=CC=C(C=C1)N1CCNCC1)OC (E)-3-(4-hydroxy-2-methoxyphenyl)-1-(4-(piperazin-1-yl)phenyl)prop-2-en-1-one